NC1=C(C=CC=C1)C1=CC=CC=2CC3=CC=CC=C3C12 4-(aminophenyl)fluorene